C(C)OC(C)C12CC(CC(N1C(=O)NC1=CC(=C(C=C1)C)C1=NC=C(C=N1)F)C2)C 1-(1-ethoxyethyl)-N-(3-(5-fluoropyrimidin-2-yl)-4-methylphenyl)-3-methyl-6-azabicyclo[3.1.1]heptane-6-carboxamide